FC1=CC=C(C=C1)N1C2=CC=3C=NNC3N=C2C(=C1C(COC)(C)C)C1=CC=C(C(=O)O)C=C1 4-[10-(4-fluorophenyl)-11-(2-methoxy-1,1-dimethyl-ethyl)-2,4,5,10-tetrazatricyclo[7.3.0.03,7]dodeca-1,3(7),5,8,11-pentaen-12-yl]benzoic acid